1-(thiophen-2-ylmethyl)-1,2,3,4-tetrahydroquinoline S1C(=CC=C1)CN1CCCC2=CC=CC=C12